C(#N)C=1C=CC(=C(C1)C1=CC(=NC=C1C(=O)NC=1SC2=C(N1)CN(C2)C(=O)C2CC(C2)OC(F)F)C)OC 4-(5-cyano-2-methoxyphenyl)-N-(5-(3-(difluoromethoxy)cyclobutane-1-carbonyl)-5,6-dihydro-4H-pyrrolo[3,4-d]thiazol-2-yl)-6-methylnicotinamide